C1(CC1)CC(=O)N1C[C@H](N(C[C@@H]1C)C(C(=O)NC=1C=C(C(=NC1)NC(OC(C)(C)C)=O)CC)=O)C1=CC=C(C=C1)F |r| rac-tert-butyl (5-(2-((2R,5S)-4-(2-cyclopropylacetyl)-2-(4-fluorophenyl)-5-methylpiperazin-1-yl)-2-oxoacetamido)-3-ethylpyridin-2-yl)carbamate